C(C1=CC=CC=C1)OC1=NC(=CC=C1N1C(N(C2=C1C=CC(=C2)N2C1CN(C(C2)CC1)C(=O)OC(C)(C)C)C)=O)OCC1=CC=CC=C1 tert-butyl 5-(1-(2,6-bis(benzyloxy)pyridin-3-yl)-3-methyl-2-oxo-2,3-dihydro-1H-benzo[d]imidazol-5-yl)-2,5-diazabicyclo[2.2.2]octane-2-carboxylate